O=C1CC=2C=CC(=CC2CC1)C1=CC=C(CNC(CC)=O)C=C1 N-(4-(6-oxo-5,6,7,8-tetrahydronaphthalen-2-yl)benzyl)propanamide